(6-Fluoro-3,4-dihydro-4-methyl-1(2H)-quinoxalinyl)(5-phenyl-3-pyridinyl)-methanone FC=1C=C2N(CCN(C2=CC1)C(=O)C=1C=NC=C(C1)C1=CC=CC=C1)C